tert-butyl-[(pent-3-yn-1-yl)oxy]di(phenyl)silane C(C)(C)(C)[Si](C1=CC=CC=C1)(C1=CC=CC=C1)OCCC#CC